FC(C1=CN=C(O1)N)(F)F 5-(trifluoromethyl)oxazol-2-amine